NC=1N(C(=CN(C1)C=1SC=C(N1)C)C1=CC=C(C=C1)CNC(C1=C(C=CC=C1)OC)=O)C#N N-[[4-[5-amino-4-cyano-1-(4-methylthiazol-2-yl)pyrazin-3-yl]phenyl]methyl]-2-methoxy-benzamide